NC=1C(=NC=C(C1)S(=O)(=O)C1=CC=C(C=C1)OC(F)(F)F)C(=O)NC[C@H](C)O (S)-3-amino-N-(2-hydroxypropyl)-5-((4-(trifluoromethoxy)phenyl)sulfonyl)picolinamide